paraxanthine N1(C)C(=O)NC=2N=CN(C)C2C1=O